FC=1C=C(C=CC1B1OC(C(O1)(C)C)(C)C)C(C)O 1-[3-fluoro-4-(4,4,5,5-tetramethyl-1,3,2-dioxaborolan-2-yl)phenyl]ethanol